CNC(C(CC1=CC=CC=C1)NC(OC(C)(C)C)=O)=O t-butyl (1-(methylamino)-1-oxo-3-phenylpropan-2-yl)carbamate